methyl-3-phenylimidazo[1,2-a]pyridin-6-amine CC=1N=C2N(C=C(C=C2)N)C1C1=CC=CC=C1